4,6-bis(biphenyl-4-yl)-2-(4-chlorophenyl)-benzoxazole C1(=CC=C(C=C1)C1=CC(=CC2=C1N=C(O2)C2=CC=C(C=C2)Cl)C2=CC=C(C=C2)C2=CC=CC=C2)C2=CC=CC=C2